CC1(OB(OC1(C)C)C1=CC(=C(C=C1)S(=O)(=O)C1COC1)C)C 4,4,5,5-tetramethyl-2-(3-methyl-4-(oxetan-3-ylsulfonyl)phenyl)-1,3,2-dioxaborolane